2-(4-(4-fluorophenoxy)phenyl)-6-methyl-N-(2-(piperidin-1-yl)ethyl)isonicotinamide FC1=CC=C(OC2=CC=C(C=C2)C=2C=C(C(=O)NCCN3CCCCC3)C=C(N2)C)C=C1